ClC1=C(CN2C(N(CC3=CC=C(C=C23)C(=O)NCC2=C(C=C(C=C2F)F)F)C=2N=CN(C2)C)=O)C(=CC=C1)F 1-(2-chloro-6-fluorobenzyl)-3-(1-methyl-1H-imidazol-4-yl)-2-oxo-N-(2,4,6-trifluorobenzyl)-1,2,3,4-tetrahydroquinazoline-7-carboxamide